(2R)-N-[(1R)-4-[6-[5-(6-methyl-2-pyridyl)-1H-imidazol-4-yl]-3-quinolyl]cyclohex-3-en-1-yl]pyrrolidine-2-carboxamide CC1=CC=CC(=N1)C1=C(N=CN1)C=1C=C2C=C(C=NC2=CC1)C1=CC[C@@H](CC1)NC(=O)[C@@H]1NCCC1